C(C)OP(=O)(O)O ethyldihydrogenphosphat